O1N=CC2=C1C=CC(=C2)NC=2N=CC1=C(N2)N(C(=C1)C(=O)N(C)C)C1CCCC1 2-(benzo[d]isoxazol-5-ylamino)-7-cyclopentyl-N,N-dimethyl-7H-pyrrolo[2,3-d]pyrimidine-6-carboxamide